C(C=C)C1(CC(C1)OCC1=CC=CC=C1)C(=O)OCC ethyl 1-allyl-3-(benzyloxy)cyclobutane-1-carboxylate